C(C)(C)(C)OC(=O)N1[C@H]2CNC[C@@H]1[C@H](C2)O.C(C2CO2)C2=CC=CC1=CC(=CC=C21)CC2CO2 1,6-diglycidyl-naphthalene tert-butyl-(1R,5R,6S)-6-hydroxy-3,8-diazabicyclo[3.2.1]octane-8-carboxylate